[N-]=C=O.CC1(C(CCCC1)C)C 2,2-dimethylcyclohexylmethane isocyanate